(R)-1-(1-acryloylpiperidin-3-yl)-3-(4-(3-fluoro-2-methoxyphenoxy)phenyl)-1H-imidazo[4,5-c]pyridin-2(3H)-one C(C=C)(=O)N1C[C@@H](CCC1)N1C(N(C=2C=NC=CC21)C2=CC=C(C=C2)OC2=C(C(=CC=C2)F)OC)=O